5-cyclopropyl-N-(3-(5-fluoropyrimidin-2-yl)phenyl)pyrazolo[1,5-a]pyrimidine-3-carboxamide C1(CC1)C1=NC=2N(C=C1)N=CC2C(=O)NC2=CC(=CC=C2)C2=NC=C(C=N2)F